7-methoxy-2-(pyridin-3-yl)quinazolin-4(1H)-one COC1=CC=C2C(N=C(NC2=C1)C=1C=NC=CC1)=O